ClC1=CC=C(C=C1)S(=O)(=O)\N=C(/NCCS(N(C)C)(=O)=O)\N1N=C([C@H](C1)C1=CC=CC=C1)C1=CC=C(C=C1)F (S,E)-N'-((4-chlorophenyl)sulfonyl)-N-(2-(N,N-dimethylsulfamoyl)ethyl)-3-(4-fluorophenyl)-4-phenyl-4,5-dihydro-1H-pyrazole-1-carboximidamide